Ethyl 2-(4-((2,5-dioxo-3-(4-(trifluoromethyl) phenyl) imidazolidin-1-yl) methyl)-2,6-dimethylphenoxy)-2-methylpropionate O=C1N(C(CN1C1=CC=C(C=C1)C(F)(F)F)=O)CC1=CC(=C(OC(C(=O)OCC)(C)C)C(=C1)C)C